3-Oxapiperazine-1-carboxylic acid tert-butyl ester C(C)(C)(C)OC(=O)N1CONCC1